C(C)(C)NCC(COC1=CC=C(C=C1)C=1NC2=CC=CC=C2C1C)O (isopropyl-amino)-3-(4-(3-methyl-1H-indol-2-yl)phenoxy)propan-2-ol